CC1=NN(C2=CC=CC(=C12)C=1C=NN(C1)[C@@H]1CNCC1)C1C(NC(CC1)=O)=O 3-(3-methyl-4-(1-((S)-pyrrolidin-3-yl)-1H-pyrazol-4-yl)-1H-indazol-1-yl)piperidine-2,6-dione